C(C)(C)(C)OC(=O)NC(C(=O)[O-])(CC1=CC=C(C=C1)OS(=O)(=O)F)C ((tert-butoxycarbonyl) amino)-3-(4-((fluorosulfonyl) oxy) phenyl)-2-methylpropionate